F[B-](F)(F)F.C(C)[N+](CCOC)(C)CC N,N-Diethyl-N-methyl-N-(2-methoxylethyl)ammonium tetrafluoroborate